N12CCC(CC1)C2 1-azabicyclo[2.2.1]heptane